ClC1=C(C(=CC=C1)Cl)C1=CC2=C(N=C(N=C2)NC=2C=NC(=CC2)OCCN2CCNCC2)N(C1=O)C 6-(2,6-dichlorophenyl)-8-methyl-2-[[6-(2-piperazin-1-ylethoxy)-3-pyridyl]amino]pyrido[2,3-d]pyrimidin-7-one